NC1=NC=CC=C1C1=NC=2C(=NC(=CC2)N2N=CC=C2)N1C=1C=C2CC[C@@H](C2=CC1)NC(C1=CC(=C(C=C1)NC=1N(C=CN1)C)C1OCCO1)=O (S)-N-(5-(2-(2-aminopyridin-3-yl)-5-(1H-pyrazol-1-yl)-3H-imidazo[4,5-b]pyridin-3-yl)-2,3-dihydro-1H-inden-1-yl)-3-(1,3-dioxolan-2-yl)-4-((1-methyl-1H-imidazol-2-yl)amino)benzamide